2-(4'-bromo-2'-methyl-[1,1'-biphenyl]-2-yl)propan-2-ol BrC1=CC(=C(C=C1)C1=C(C=CC=C1)C(C)(C)O)C